N,N'-Methylenebisacrylamide ethyl-1-(5-((3-(2,2-difluoroethoxy)pyridin-2-yl)oxy)pyridin-3-yl)-1H-pyrazole-4-carboxylate C(C)OC(=O)C=1C=NN(C1)C=1C=NC=C(C1)OC1=NC=CC=C1OCC(F)F.C(NC(C=C)=O)NC(C=C)=O